1-((5,7-dioxaspiro[2.5]octan-6-yl)methyl)-N-(5-bromo-2-methylbenzyl)-N-methyl-1H-1,2,3-triazol-4-amine C1CC12COC(OC2)CN2N=NC(=C2)N(C)CC2=C(C=CC(=C2)Br)C